(1r,3r)-3-(6-methylthiazolo[5,4-c]pyridin-7-yl)cyclobutanol CC1=C(C2=C(C=N1)SC=N2)C2CC(C2)O